(-)-6-(difluoromethyl)-8-((1R,2R)-2-hydroxy-2-methylcyclopentyl)-2-((1-((methyl-d3)sulfonyl)piperidin-4-yl-3,3,5,5-d4)amino)pyrido[2,3-d]pyrimidin-7(8H)-one FC(C1=CC2=C(N=C(N=C2)NC2C(CN(CC2([2H])[2H])S(=O)(=O)C([2H])([2H])[2H])([2H])[2H])N(C1=O)[C@H]1[C@](CCC1)(C)O)F